(2S,4R)-tert-butyl 4-((6-cyano-4-(2-(cyclopropanecarboxamido)pyrazolo[1,5-a]pyridin-5-yl)pyridin-3-yl)oxy)-2-(trifluoromethyl)piperidine-1-carboxylate C(#N)C1=CC(=C(C=N1)O[C@H]1C[C@H](N(CC1)C(=O)OC(C)(C)C)C(F)(F)F)C1=CC=2N(C=C1)N=C(C2)NC(=O)C2CC2